ClC=1C(=NC(=NC1)NN1CCOCC1)C1=CC=C2CN(C(C2=C1)=O)[C@@H](C(=O)N[C@H](CO)C1=CC(=CC=C1)C)C (2R)-2-(6-{5-chloro-2-[(morpholin-4-yl)amino]pyrimidin-4-yl}-1-oxo-2,3-dihydro-1H-isoindol-2-yl)-N-[(1S)-2-hydroxy-1-(3-methylphenyl)ethyl]propanamide